N,N-dipentyl-urea C(CCCC)N(C(=O)N)CCCCC